CO[Si](C=CC(=O)O)(OC)OC 3-(trimethoxysilyl)acrylic acid